6-(4-(4-(2-methoxyethyl)piperazin-1-yl)phenyl)-1,4-dimethyl-2-(4-(methyl-sulfonyl)phenyl)-1H-benzo[d]imidazole COCCN1CCN(CC1)C1=CC=C(C=C1)C=1C=C(C2=C(N(C(=N2)C2=CC=C(C=C2)S(=O)(=O)C)C)C1)C